1-(2-fluoro-4-methoxyphenyl)-2-(6-methylpyridin-2-yl)ethan-1-one FC1=C(C=CC(=C1)OC)C(CC1=NC(=CC=C1)C)=O